5-(3-((R)-4-(6-amino-8-oxo-7-(4-phenoxyphenyl)-7,8-dihydro-9H-purin-9-yl)-3,3-difluoro-[1,4'-bipiperidin]-1'-yl)azetidin-1-yl)-2-(2,6-dioxopiperidin-3-yl)-6-fluoroisoindoline-1,3-dione NC1=C2N(C(N(C2=NC=N1)[C@H]1C(CN(CC1)C1CCN(CC1)C1CN(C1)C=1C=C2C(N(C(C2=CC1F)=O)C1C(NC(CC1)=O)=O)=O)(F)F)=O)C1=CC=C(C=C1)OC1=CC=CC=C1